(-)-2,3-bis(tert-butyl-methylphosphino)quinoxaline C(C)(C)(C)P(C1=NC2=CC=CC=C2N=C1P(C)C(C)(C)C)C